heptatriaconta-6,9,28,31-tetraen-19-yl 3-(dimethylamino)propanoate CN(CCC(=O)OC(CCCCCCCCC=CCC=CCCCCC)CCCCCCCCC=CCC=CCCCCC)C